1-(5-Bromo-2-fluoro-3-(methoxymethoxy)phenyl)ethanone BrC=1C=C(C(=C(C1)C(C)=O)F)OCOC